FC(S(=O)(=O)OC1=CC=CC2=CC(=CC(=C12)C#C[Si](C(C)C)(C(C)C)C(C)C)O[Si](C(C)C)(C(C)C)C(C)C)(F)F 8-((triisopropylsilyl)ethynyl)-6-((triisopropylsilyl)oxy)naphthalen-1-yl trifluoromethanesulfonate